OC1=C(C=C(C=C1)CCOC(C=C)=O)N1N=C2C(=N1)C=CC=C2 2-(2'-hydroxy-5-acryloyloxyethylphenyl)-2H-benzotriazole